zinc carbamate, ammonium salt [NH4+].C(N)([O-])=O.[Zn]